{2-[4-fluoro-6-(trifluoromethyl)-1H-1,3-benzodiazol-2-yl]phenyl}-1,2,3,4-tetrahydroisoquinolin-3-one FC1=CC(=CC=2NC(=NC21)C2=C(C=CC=C2)C2NC(CC1=CC=CC=C21)=O)C(F)(F)F